O=C1NC(CCC1N1C(C2=CC=CC(=C2C1=O)NCCCCCNC(C1=CC=C(C(=O)NC2=CC3=C(NC(=N3)CN3[C@H](CCC3)C)C=C2)C=C1)=O)=O)=O N1-(5-((2-(2,6-dioxopiperidin-3-yl)-1,3-dioxoisoindolin-4-yl)amino)pentyl)-N4-(2-(((S)-2-methylpyrrolidin-1-yl)methyl)-1H-benzo[d]imidazol-5-yl)terephthalamide